C(CCCCCCC\C=C/CCCCCCCC)C(C(=O)[O-])CC(=O)[O-].[Na+].[Na+] Natrium oleylsuccinat